4-[[1-(6-chloropyridin-2-yl)-1H-pyrazol-3-yl]oxy]-2,5-dimethylaniline ClC1=CC=CC(=N1)N1N=C(C=C1)OC1=CC(=C(N)C=C1C)C